BrC1=CN(C=2N=CN=C(C21)NCC2=C(C=C(C=C2)OC)OC)[C@@H]2C[C@@H]([C@@H]1[C@H]2OC(O1)(C)C)C=O (3aR,4S,6R,6aS)-6-(5-bromo-4-{[(2,4-dimethoxyphenyl)methyl]amino}-7H-pyrrolo[2,3-d]pyrimidin-7-yl)-2,2-dimethyl-hexahydrocyclopenta[d][1,3]dioxole-4-carbaldehyde